COC(C(C)(C)C1=CC=C(C=C1)C(N)=O)=O 2-(4-carbamoylphenyl)-2-methylpropanoic acid methyl ester